CC1=C(C(=CC=C1)C)NC1=NN(C2=NC(=NC=C21)NC2=CC=C(C=C2)N2CCN(CC2)CC2CN(C2)C2=CC=C1C(=N2)CNC1=O)C 2-(3-((4-(4-((3-((2,6-dimethylphenyl)amino)-1-methyl-1H-pyrazolo[3,4-d]pyrimidine-6-yl)amino)phenyl)piperazin-1-yl)methyl)azetidin-1-yl)-5-oxo-5,7-dihydro-6H-pyrrolo[3,4-b]pyridine